C(CCCCCCCC)C1=C(C=CC=C1)OP(OC1=C(C=CC=C1)CCCCCCCCC)OC1=C(C=CC=C1)CCCCCCCCC Tri(nonylphenyl)phosphit